4-(4-(3-(1,3-dioxoisoquinolin-2-yl)propyl)-1,4-diazacycloheptan-1-yl)-6,7-dimethoxyquinoline-3-carbonitrile O=C1N(C(CC2=CC=CC=C12)=O)CCCN1CCN(CCC1)C1=C(C=NC2=CC(=C(C=C12)OC)OC)C#N